C1(CCCCC1)[C@H](C)OC1=C(C(=O)NC2=CC=C(C=C2)S(=O)(=N)C)C=C(C(=C1)N1N=C(N(C1=O)C)CC)F 2-[(1S)-1-cyclohexylethoxy]-4-(3-ethyl-4-methyl-5-oxo-4,5-dihydro-1H-1,2,4-triazol-1-yl)-5-fluoro-N-[4-(S-methylsulphonimidoyl)phenyl]benzamide